N1=C(C=CC=C1)C1=CC(=CC=2N(C=NC21)C2OCCCC2)NC2=NC=C(C=N2)C#N 2-((4-(pyridin-2-yl)-1-(tetrahydro-2H-pyran-2-yl)-1H-benzo[d]imidazole-6-yl)amino)pyrimidine-5-carbonitrile